OCCN(C(=O)C1=CC=C(C=C1)N1CC2(CC1=O)CCN(CC2)CC2=CC(=C(C(=O)OC)C=C2OCC)C2CC2)CCO methyl 4-((2-(4-(bis(2-hydroxyethyl)carbamoyl)phenyl)-3-oxo-2,8-diazaspiro[4.5]decan-8-yl)methyl)-2-cyclopropyl-5-ethoxybenzoate